ClC1=C(C(=CC=C1Cl)O)C1CC(NCC1)CNC(C)=O N-[[4-(2,3-dichloro-6-hydroxyphenyl)piperidin-2-yl]methyl]acetamide